8-aminonaphthalene-1,6-disulfonic acid NC=1C=C(C=C2C=CC=C(C12)S(=O)(=O)O)S(=O)(=O)O